C(C)NC(C1=NC=CC=C1)=O N-ethylpicolinamide